(1S,2S)-N-[2-(2,3-dihydro-1H-indol-4-yl)-1-methylpyrrolo[2,3-c]pyridin-5-yl]-2-fluorocyclopropane-1-carboxamide N1CCC2=C(C=CC=C12)C1=CC=2C(=CN=C(C2)NC(=O)[C@H]2[C@H](C2)F)N1C